6-(4-((2R,6R)-4-acryloyl-1-(methylsulfonyl)-6-(trifluoromethyl)piperazin-2-yl)-6-chloropyridin-2-yl)-N-methylpyrimidine-4-carboxamide C(C=C)(=O)N1C[C@H](N([C@H](C1)C(F)(F)F)S(=O)(=O)C)C1=CC(=NC(=C1)Cl)C1=CC(=NC=N1)C(=O)NC